N=S(=O)(C)CC1=CC=C(C=C1)C1=CC=NC2=C(C=CN=C12)OC imino(4-(8-methoxy-1,5-naphthyridin-4-yl)benzyl)(methyl)-λ6-sulfanone